NC1=NN2C(N=C(C=C2)C=2C=C3CN(C(C3=C(C2)NS(=O)(=O)C)=O)[C@@H](C)C2CC2)=C1C(=O)N[C@H]1[C@@H](CCC1)O 2-amino-5-{2-[(1S)-1-cyclopropylethyl]-7-methanesulfonamido-1-oxo-2,3-dihydro-1H-isoindol-5-yl}-N-[(1r,2r)-2-hydroxycyclopentyl]pyrazolo[1,5-a]pyrimidine-3-carboxamide